FC1=C(C(=O)N[C@H]2C[C@H](CCC2)NC2=CC(=NC3=CC=C(C=C23)F)C(F)(F)F)C(=CC=C1NS(=O)(=O)CCC)F 2,6-difluoro-N-[(1R,3S)-3-{[6-fluoro-2-(trifluoromethyl)quinolin-4-yl]amino}cyclohexyl]-3-(propane-1-sulfonamido)benzamide